FC(C(=O)F)(C(F)(F)F)F pentafluoropropionyl fluoride